CC1=C(OC2=C1C=C(C=C2)NCCCC(C2=CC=CC=C2)=O)C(=O)O 3-Methyl-5-(4-oxo-4-phenylbutylamino)benzofuran-2-carboxylic acid